ClC1=C2N(C(C(=C1)NC1=NC=NC=C1)=O)C1(C(CCCC1)F)NC2=O 8-chloro-2'-fluoro-6-(pyrimidin-4-ylamino)spiro[2H-imidazo[1,5-a]pyridine-3,1'-cyclohexane]-1,5-dione